6-(2-amino-5-(4-(ethylsulfonimidoyl)phenyl)-6-fluoropyridin-3-yl)-3,4-dihydroisoquinolin-1(2H)-one NC1=NC(=C(C=C1C=1C=C2CCNC(C2=CC1)=O)C1=CC=C(C=C1)S(=O)(=N)CC)F